pyromellitic acid, lithium salt [Li+].C(C=1C(C(=O)[O-])=CC(C(=O)[O-])=C(C(=O)[O-])C1)(=O)[O-].[Li+].[Li+].[Li+]